OC=1N(N=C2C(N(C=CC21)C=2C=NN(C2)CC2=CC=C(C=C2)OC)=O)C2=NC(=CC=C2)C 3-hydroxy-6-(1-(4-methoxybenzyl)-1H-pyrazol-4-yl)-2-(6-methylpyridin-2-yl)-2H-pyrazolo[3,4-c]Pyridin-7(6H)-one